4-(4,4,5,5-Tetramethyl-1,3,2-dioxaborolan-2-yl)-3-(trifluoromethyl)aniline CC1(OB(OC1(C)C)C1=C(C=C(N)C=C1)C(F)(F)F)C